C1(CC1)C(CN(C=O)C=1C=C2C(NC=NC2=CC1)=O)=O N-(2-cyclopropyl-2-oxoethyl)-N-(4-oxo-3,4-dihydroquinazolin-6-yl)carboxamide